3-aminopyrazolo-[1,5-a]-pyrimidin-7-ol NC=1C=NN2C1N=CC=C2O